dl-m-chlorobenzoyloxymethyl-4-pyrone ClC1=C(OC=CC1=O)COC(C1=CC=CC=C1)=O